Methyl 2-(((4-methoxy-3,5-dimethylpyridin-2-yl)methyl)amino)-1-pentyl-1H-benzo[d]imidazole-5-carboxylate COC1=C(C(=NC=C1C)CNC1=NC2=C(N1CCCCC)C=CC(=C2)C(=O)OC)C